BrCCCCSC1=C2CN(C(C2=CC=C1)=O)C1C(NC(CC1)=O)=O 3-(4-((4-bromobutyl)thio)-1-oxoisoindolin-2-yl)piperidine-2,6-dione